NC1=NN2C(C=C(C=C2)C=2C(=C(C(=C(C(=O)NC(C)CC(O)C3=CC=C(C=C3)Cl)C2)C)F)F)=N1 5-(2-amino-[1,2,4]triazolo[1,5-a]pyridin-7-yl)-N-(4-(4-chlorophenyl)-4-hydroxybutan-2-yl)-3,4-difluoro-2-methylbenzamide